ONC(C1=CC=C(C=C1)CN1N=C(C=C1C1=CC(=CC=C1)Br)C=1C=C2C(N(C=NC2=CC1)C)=O)=O N-hydroxy-4-{[3-(3-methyl-4-oxo-3,4-dihydro-quinazolin-6-yl)-5-(3-bromophenyl)-1H-pyrazol-1-yl]methyl}benzamide